C(C)(=O)N1CC2=CC(=CC=C2CC1)N1C(N(C2=C1C=CC=C2)CC2CCC(CC2)NC(C2=C(N=CC(=C2)Cl)C(F)F)=O)=O N-((1r,4r)-4-((3-(2-acetyl-1,2,3,4-tetrahydroisoquinolin-7-yl)-2-oxo-2,3-dihydro-1H-benzo[d]imidazol-1-yl)methyl)cyclohexyl)-5-chloro-2-(difluoromethyl)nicotinamide